4,5-dihydronaphtho[2,1-d]isoxazole-3-carboxamide O1N=C(C2=C1C1=CC=CC=C1CC2)C(=O)N